(4-(2-chloro-4-fluorophenyl)-2-oxo-2H-chromen-7-yl)-D-alanine ClC1=C(C=CC(=C1)F)C1=CC(OC2=CC(=CC=C12)N[C@H](C)C(=O)O)=O